5-Amino-2-(4-aminophenyl)benzothiazole NC=1C=CC2=C(N=C(S2)C2=CC=C(C=C2)N)C1